CN(CCOC=1N=CC(=NC1)N)C 5-[2-(dimethylamino)ethoxy]pyrazin-2-amine